3-[bis(2-methylpropyl)carbamoyl]propanoic acid CC(CN(C(=O)CCC(=O)O)CC(C)C)C